5'-deoxy-5-fluoro-uridine FC=1C(NC(N([C@H]2[C@H](O)[C@H](O)[C@@H](C)O2)C1)=O)=O